(3S,4R,5R)-1-(((R)-1-(3-(trifluoromethyl)pyridin-2-yl)pyrrolidin-3-yl)methyl)piperidine-3,4,5-triol FC(C=1C(=NC=CC1)N1C[C@H](CC1)CN1C[C@@H](C([C@@H](C1)O)O)O)(F)F